4-chloro-2-(cyclopentyloxy)-5-(5-methyl-isoxazol-4-yl)aniline ClC1=CC(=C(N)C=C1C=1C=NOC1C)OC1CCCC1